diammonium potassium nitrate [N+](=O)([O-])[O-].[K+].[NH4+].[NH4+].[N+](=O)([O-])[O-].[N+](=O)([O-])[O-]